C(C)S(=O)(=O)N(C)CCS(=O)(=O)O N-methyl-sulfoethylamino ethyl sulfone